FC1(CCN(CCC1)C=1N=NC(=C(C1C(=O)NC1=CC(=CC=C1)S(=O)C)C)C1=CC=C(C=C1)OC)F 3-(4,4-difluoroazepan-1-yl)-6-(4-methoxyphenyl)-5-methyl-N-(3-(methylsulfinyl)phenyl)pyridazine-4-carboxamide